(1R,3S,5R)-2-(2-(4-amino-8-methyl-6-(trifluoromethyl)-9H-pyrimido[4,5-b]indol-9-yl)acetyl)-N-(6-bromopyridin-2-yl)-5-methyl-2-azabicyclo[3.1.0]hexane-3-carboxamide NC1=NC=NC=2N(C3=C(C=C(C=C3C21)C(F)(F)F)C)CC(=O)N2[C@@H]1C[C@@]1(C[C@H]2C(=O)NC2=NC(=CC=C2)Br)C